Cl.C(CC1=CC=CC=C1)N1CCC(CC1)CN1N=CC=C(C1=O)C1=CC=CC=C1 2-((1-phenethylpiperidin-4-yl)methyl)-4-phenylpyridazin-3(2H)-one hydrochloride